4-methyl-5-trifluoromethylpyridine CC1=CC=NC=C1C(F)(F)F